1-(2-methylbenzyl)-N-((3S,4S)-3-methylpiperidin-4-yl)cyclopropane-1-carboxamide CC1=C(CC2(CC2)C(=O)N[C@@H]2[C@H](CNCC2)C)C=CC=C1